(E)-(4,4-difluoro-2-methylbutane-1,3-dien-1-yl)benzene FC(=C/C(=C/C1=CC=CC=C1)/C)F